dimethyl diiminoadipate N=C(C(C(=O)OC)=N)CCC(=O)OC